FC1=CC=C(C2=CC(=CC=C12)OC)CCNC(C)=O N-(2-(4-fluoro-7-methoxynaphthalene-1-yl)ethyl)acetamide